C1(=CC=CC=C1)S(=O)C1=CC2=C(N=C(N2)NC(OC)=O)C=C1 methyl [5-(phenylsulfinyl)benzimidazol-2-yl]carbamate